FC(C(=O)O)(F)F.COC=1C=C(C2=CC=CC=C2C1)CCN1CCCC1 1-(2-(3-methoxynaphthalen-1-yl)ethyl)pyrrolidine trifluoroacetate